[N+]1(=C2C(=CC=C1)CCC2)[O-] 6,7-dihydro-5H-cyclopenta[b]pyridine-1-oxide